BrC1=CC=C(C=C1)C1(CCOCC1)NC(OC(C)(C)C)=O tert-butyl N-[4-(4-bromophenyl)tetrahydropyran-4-yl]carbamate